trans-methyl 3-hydroxy-1-methyl-cyclobutanecarboxylate CC1(CC(C1)O)C(=O)OC